benzyl (2R,5R)-5-amino-2-methyl-piperidine-1-carboxylate N[C@@H]1CC[C@H](N(C1)C(=O)OCC1=CC=CC=C1)C